[5-(3-bromo-2-methyl-phenyl)-3-methoxy-pyrazin-2-yl]methanol BrC=1C(=C(C=CC1)C=1N=C(C(=NC1)CO)OC)C